3-(2-(benzyloxy)phenyl)-1-methyl-1H-pyrazole-5-carboxylic acid ethyl ester C(C)OC(=O)C1=CC(=NN1C)C1=C(C=CC=C1)OCC1=CC=CC=C1